3-[(2,2-difluoro-1-methyl-cyclopropyl)methoxy]pyrazole-1-carboxylic acid tert-butyl ester C(C)(C)(C)OC(=O)N1N=C(C=C1)OCC1(C(C1)(F)F)C